[2-(aminomethyl)-3,3-difluoro-allyl]-4-(6-bromo-3-pyridinyl)-1,2,4-triazol-3-one trifluoroacetate salt FC(C(=O)O)(F)F.NCC(CC=1N(C(NN1)=O)C=1C=NC(=CC1)Br)=C(F)F